C(#N)C(C)(C)C1=CC(=NC=C1)NC(C1=CC(=C(C=C1)C)C=1C=NC2=CC(=NC=C2C1)NC)=O N-(4-(2-cyanoprop-2-yl)pyridin-2-yl)-4-methyl-3-(7-(methylamino)-1,6-naphthyridin-3-yl)benzamide